BrC=1C=CC2=C(N(C=N2)C2=CC=C(N)C=C2)C1 4-(6-bromo-1H-benzo[d]imidazol-1-yl)aniline